pentafluoropentan FC(C(F)(F)F)(CCC)F